(8-fluoro-2,3-dihydrobenzo[b][1,4]dioxin-6-yl)hydrazine FC1=CC(=CC2=C1OCCO2)NN